(±)-[syn-2,6-dimethylmorpholin-4-yl][1-(6-{[4-ethyl-5-(4-fluorophenyl)-1-methyl-1H-pyrazol-3-yl]amino}pyrimidin-4-yl)-3,5-dimethyl-1H-pyrazol-4-yl]methanone CC1CN(CC(O1)C)C(=O)C=1C(=NN(C1C)C1=NC=NC(=C1)NC1=NN(C(=C1CC)C1=CC=C(C=C1)F)C)C